COC1=NC=C(C(=N1)OC)C=1C=C(C=2N(N1)C=CN2)[C@@H]2[C@H](C2)C=2C=C1C(=CN=CC1=CC2)OCC(F)(F)F 6-((1S,2S)-2-(6-(2,4-dimethoxypyrimidin-5-yl)imidazo[1,2-b]pyridazin-8-yl)cyclopropyl)-4-(2,2,2-trifluoroethoxy)isoquinoline